6-[8-(1,3-benzothiazol-2-ylcarbamoyl)-3,4-dihydroisoquinolin-2(1H)-yl]-3-{1-[1-cyclohexyl-3-(morpholin-4-yl)propyl]-5-methyl-1H-pyrazol-4-yl}pyridine-2-carboxylic acid S1C(=NC2=C1C=CC=C2)NC(=O)C=2C=CC=C1CCN(CC21)C2=CC=C(C(=N2)C(=O)O)C=2C=NN(C2C)C(CCN2CCOCC2)C2CCCCC2